p-aminophenyl 6-O-octanoyl-β-D-glucopyranoside C(CCCCCCC)(=O)OC[C@@H]1[C@H]([C@@H]([C@H]([C@H](OC2=CC=C(C=C2)N)O1)O)O)O